C(C)(C)OC1=C(C=CC(=C1)C=1OC(NN1)=O)NC(=O)C=1NC(=CC1)C N-(2-isopropoxy-4-(5-oxo-4,5-dihydro-1,3,4-oxadiazol-2-yl)phenyl)-5-methyl-1H-pyrrole-2-carboxamide